C1(CC1)CNCC=1N=NC(=CC1)OCC(F)(F)F 1-cyclopropyl-N-((6-(2,2,2-trifluoroethoxy)pyridazin-3-yl)-methyl)methanamine